FC(C1=C(C=CC=C1)CN1N=C(C=2CNCCC21)C(=O)N(C)C)F 1-[[2-(difluoromethyl)phenyl]methyl]-N,N-dimethyl-1h,4h,5h,6h,7h-pyrazolo[4,3-c]pyridine-3-carboxamide